CC(CC)OCCOCCSC#N 2-2-butoxyethoxyethyl thiocyanate